1-[3-(cyclohexylmethoxy)phenyl]cyclopentanecarboxylic acid C1(CCCCC1)COC=1C=C(C=CC1)C1(CCCC1)C(=O)O